N[C@H](CC1=C(C=2N=C(N=C(C2S1)NCC1=NC=CC=N1)Cl)C)C 6-[(2S)-2-aminopropyl]-2-chloro-7-methyl-N-[(pyrimidin-2-yl)methyl]thieno[3,2-d]pyrimidin-4-amine